FC(C=1C=C(C=NC1)N1C(N(C(C1)=O)C12CCC(CC1)(C2)OC=2C1=C(N=CN2)NC=C1C(F)(F)F)=O)(F)F 1-[5-(trifluoromethyl)-3-pyridinyl]-3-(4-{[5-(trifluoromethyl)-7H-pyrrolo[2,3-d]pyrimidin-4-yl]oxy}bicyclo[2.2.1]hept-1-yl)-2,4-imidazolidinedione